tert-Butyl 2-oxoimidazolidine-1-carboxylate O=C1N(CCN1)C(=O)OC(C)(C)C